4-fluoro-5-((2-hydroxypropyl)(tetrahydrofuran-3-yl)amino)-2-nitrobenzoic acid methyl ester COC(C1=C(C=C(C(=C1)N(C1COCC1)CC(C)O)F)[N+](=O)[O-])=O